C(C)(=O)N1\C(\C(C2=CC=CC=C12)=O)=C/C1=NC2=CC=C(C=C2C(=C1)C1=CC(=CC=C1)C=1C=NN(C1)C)CNC1CCOCC1 (Z)-1-acetyl-2-((4-(3-(1-methyl-1H-pyrazol-4-yl)-phenyl)-6-(((tetra-hydro-2H-pyran-4-yl)amino)meth-yl)quinolin-2-yl)-methylene)indolin-3-one